ClC1=C(C=C(C=C1)F)C(C(=O)O)C 2-(2-chloro-5-fluorophenyl)propanoic acid